C(C(C)C)(=O)O.CC(CO)(C(C(C)C)O)C 2,2,4-trimethylpentane-1,3-diol mono-isobutyrate